FC=1C=2OCC(N3C=C(C(C(=CC1F)C32)=O)CN[C@@H]3CN(CC3)C=3C=NC(=CC3)[N+](=O)[O-])C 6,7-difluoro-2-methyl-11-[[[(3S)-1-(6-nitro-3-pyridinyl)pyrrolidin-3-yl]amino]methyl]-4-oxa-1-azatricyclo[7.3.1.05,13]tridec-an-5(13),6,8,11-tetraen-10-one